(3-(3-sulfamoylphenyl)imidazo[1,2-a]pyridin-6-yl)carbamate S(N)(=O)(=O)C=1C=C(C=CC1)C1=CN=C2N1C=C(C=C2)NC([O-])=O